CN(C=1C=C(C=CC1)NC1=NC(=NC(=C1)C1=CC=CC=C1)C1CCNCC1)C N3,N3-dimethyl-N1-[6-phenyl-2-(4-piperidyl)pyrimidin-4-yl]benzene-1,3-diamine